CS(=O)(=O)N1CCC(CC1)NC1=NC=C(C(=N1)C1=CN=C(S1)NC(C)C)C(F)(F)F 5-[2-[(1-Methylsulfonylpiperidin-4-yl)amino]-5-(trifluoromethyl)pyrimidin-4-yl]-N-propan-2-yl-1,3-thiazol-2-amine